4,5-dimethoxy-2-((trimethylsilyl)ethynyl)benzaldehyde COC1=CC(=C(C=O)C=C1OC)C#C[Si](C)(C)C